SC=1SC=NN1 2-sulfydryl-1,3,4-thiadiazole